1-(3-(trifluoromethyl)benzyl)-3-(3-(trifluoromethyl)cyclobutyl)urea FC(C=1C=C(CNC(=O)NC2CC(C2)C(F)(F)F)C=CC1)(F)F